ClC=1C=CC(=NC1)OC=1C=CC(=NC1)C(C(=O)N)C (5-((5-chloropyridin-2-yl)oxy)pyridin-2-yl)propanamide